2-(3-(2-(((R)-((R)-7-fluoro-1,2,3,4-tetrahydropyrido[2,3-b]pyrazin-3-yl)(phenyl)methyl)amino)ethyl)-2-methylphenyl)acetic acid FC1=CC2=C(N[C@H](CN2)[C@@H](C2=CC=CC=C2)NCCC=2C(=C(C=CC2)CC(=O)O)C)N=C1